(1s,3s)-3-((6-(3-((2-((1S)-1-((tetrahydro-2H-pyran-2-yl)oxy)ethyl)-1H-imidazol-1-yl)methyl)isoxazol-5-yl)pyridin-3-yl)butane-1,3-diyn-1-yl)cyclobutane-1-ol O1C(CCCC1)O[C@@H](C)C=1N(C=CN1)CC1=NOC(=C1)C1=CC=C(C=N1)C#CC#CC1CC(C1)O